COC1=CC=C(C=C1)N1CCN(CC1)C(=O)C1=CC2=C(S1)C1=CC=CC=C1C=C2 2-(4-(4-methoxyphenyl)piperazine-1-carbonyl)naphtho[1,2-b]thiophen